BrC=1C(=C(OCCCN2N=NC(=C2)C=O)C=CC1)Cl 1-(3-(3-bromo-2-chlorophenoxy)propyl)-1H-1,2,3-triazole-4-formaldehyde